C(C)(C)(C)C=1SC(=CN1)C(=O)NCC1=C(C=C(C=C1)C1=NC(=NC=C1)NC=1C=NN(C1)CCNC(OC(C)(C)C)=O)C tert-butyl (2-(4-((4-(4-((2-(tert-butyl)thiazole-5-carboxamido)methyl)-3-methylphenyl)pyrimidin-2-yl)amino)-1H-pyrazol-1-yl)ethyl)carbamate